3-chloro-7-phenyl-7H-benzo[kl]acridine ClC=1C=CC2=C3C1C=CC=C3N(C=3C=CC=CC23)C2=CC=CC=C2